C(CCCCCCCCC)NCCO N-decyl-(2-hydroxyethylamine)